NC=1N=C(SC1C(=O)C1=CC=C(OC(C(=O)OCC)(C)C)C=C1)N(C1=CC=C(C=C1)F)[C@@H](C(=O)N)C |r| Rac-Ethyl 2-[4-[4-amino-2-(N-(2-amino 1-methyl 2-oxoethyl) 4-fluoroanilino)thiazole-5-carbonyl]phenoxy]-2-methyl-propanoate